ClC1=C(C=C(C=C1)C=1N=C(SC1SC(C)C)N1N=C(C(=C1C(=O)O)C1=CC(=NC(=C1)C)C)C)C 1-(4-(4-chloro-3-methylphenyl)-5-(isopropylthio)thiazol-2-yl)-4-(2,6-dimethylpyridin-4-yl)-3-methyl-1H-pyrazole-5-carboxylic acid